methyl-(fluorenol) CC1=C(C=2CC3=CC=CC=C3C2C=C1)O